FC=1C=NN2C1N=CC=C2N2CCC1(C(N3[C@H](O1)CC[C@H]3C=3C=C(C=NC3)C#N)=O)CC2 5-[(5'S,7a'R)-1-(3-fluoropyrazolo[1,5-a]pyrimidin-7-yl)-3'-oxotetrahydro-3'H-spiro[piperidine-4,2'-pyrrolo[2,1-b][1,3]oxazol]-5'-yl]pyridine-3-carbonitrile